Benzamidine C(C1=CC=CC=C1)(=N)N